(3R)-3-amino-7-(4-tert-butylpyrazol-1-yl)-5-[(4-chlorophenyl)methyl]-8-fluoro-1,1-dioxo-2,3-dihydro-1λ6,5-benzothiazepin-4-one N[C@H]1CS(C2=C(N(C1=O)CC1=CC=C(C=C1)Cl)C=C(C(=C2)F)N2N=CC(=C2)C(C)(C)C)(=O)=O